C(C=CCCC=CCC)=O non-2,6-dienal